1-methylpiperazine-2,2,6,6-d4 CN1C(CNCC1([2H])[2H])([2H])[2H]